NC1=CC=C(C=C1)N1CCN(CC1)S(=O)(=O)C1=CC=C(C=C1)NC(C1=C(C=CC=C1)N(S(=O)(=O)C)C)=O N-(4-((4-(4-aminophenyl)piperazin-1-yl)sulfonyl)phenyl)-2-(N-methylmethylsulfonamido)benzamide